2-[3-(4-methoxyphenyl)-2-methyl-2-propyl-amino]ethanol COC1=CC=C(C=C1)CC(C)(C)NCCO